CC1(C(=C(N(C(=C1C(=O)O)C)C)C)C(=O)O)C1=C(C=CC=C1)[N+](=O)[O-] dimethyl-2,6-dimethyl-4-(2-nitrophenyl)-1,4-dihydropyridine-3,5-dicarboxylic acid